COC1=NC(=NC(=N1)OC)NC(=O)NS(=O)(=O)NCC1=NC(=CC(=N1)C)C N-(4,6-dimethoxy-1,3,5-triazin-2-yl)-N'-[[(4,6-dimethyl-2-pyrimidinyl)methylamino]sulfonyl]-urea